(R)-2-((R)-8-methylisochroman-1-yl)pyrrolidine CC=1C=CC=C2CCO[C@H](C12)[C@@H]1NCCC1